4-(3-methoxyphenyl)methylene-2,6-di-tert-butyl-2,5-cyclohexadien-1-one COC=1C=C(C=CC1)C=C1C=C(C(C(=C1)C(C)(C)C)=O)C(C)(C)C